C(C(C)C)N1C(=NC2=C(C1=O)C=NN2C2OCCCC2)N2CC1(CN(C1)C1=NC(=NC(=C1)C(F)(F)F)C)CC2 5-isobutyl-6-(2-(2-methyl-6-(trifluoromethyl)pyrimidin-4-yl)-2,6-diazaspiro[3.4]octan-6-yl)-1-(tetrahydro-2H-pyran-2-yl)-1,5-dihydro-4H-pyrazolo[3,4-d]pyrimidin-4-one